(2-isopropyl-4-methylpyridin-3-yl)-2-oxo-1,2-dihydropyrido[2,3-d]pyrimidine-6-carbonitrile C(C)(C)C1=NC=CC(=C1N1C(N=CC2=C1N=CC(=C2)C#N)=O)C